Methyl (S)-2-((S)-3-cyclohexyl-2-(indoline-1-carboxamido)propanamido)-5-(2,3-dihydrobenzo[f][1,4]oxazepin-4(5H)-yl)-5-oxopentanoate C1(CCCCC1)C[C@@H](C(=O)N[C@H](C(=O)OC)CCC(=O)N1CCOC2=C(C1)C=CC=C2)NC(=O)N2CCC1=CC=CC=C21